CC1C(=CC2=CC=CC=C12)[Zr+2]C1(C(=C(C(=C1C)C)C)C)C (1-Methylindenyl)(pentamethylcyclopentadienyl)zirconium(IV)